ClC1=C(C=CC=C1)N1C(N=CC2=CC=C(C=C12)C1CC1)=O 1-(2-chlorophenyl)-7-cyclopropylquinazolin-2(1H)-one